4-[[(1R)-1-[3-(difluoromethyl)-2-fluoro-phenyl]ethyl]amino]-6-(3-fluoro-1-methyl-4-piperidinyl)-2,8-dimethyl-pyrido[2,3-d]pyrimidin-7-one FC(C=1C(=C(C=CC1)[C@@H](C)NC=1C2=C(N=C(N1)C)N(C(C(=C2)C2C(CN(CC2)C)F)=O)C)F)F